OCCN1CCOCC1 N-(2-hydroxyethyl)-morpholin